C(CCCCC)[NH3+] hexylazanium